3-(8-pentadecenyl)phenol C(CCCCCCC=CCCCCCC)C=1C=C(C=CC1)O